BrC=1C=C(C=C2C(=CC(=NC12)N1CCN(CC1)C1=CC=C(C=C1)F)C#N)C 8-bromo-2-(4-(4-fluorophenyl)piperazin-1-yl)-6-methylquinoline-4-carbonitrile